C(C)N1C=2C(C(C=C1)=O)=NN(N2)C2=CC(=NC=C2)OC ethyl-2-(2-methoxypyridin-4-yl)-7-oxo-2H,4H,7H-[1,2,3]triazolo[4,5-b]pyridin